tert-butyl (5-chloro-4'-((S*)-4-cyanoazepan-1-yl)-8-fluoro-2'-(methylthio)-3,4,5',8'-tetrahydro-2H-spiro[naphthalene-1,7'-pyrano[4,3-d]pyrimidin]-7-yl)carbamate ClC1=C2CCCC3(CC=4N=C(N=C(C4CO3)N3CC[C@H](CCC3)C#N)SC)C2=C(C(=C1)NC(OC(C)(C)C)=O)F |o1:19|